N1(CCNCC1)C1=CC=C(C=C1)C1=CC=C(C[C@H](NC)C(=O)O)C=C1 4-[4-(piperazin-1-yl)phenyl]-N-methyl-L-phenylalanine